FLUOROMETHYL-CARNITINE FCC(O)(C[N+](C)(C)C)CC([O-])=O